C1(=CC=CC=C1)C1=C(C(C(=CC1=O)C)=N)NC(=O)N phenyl-ureido-6-methyl-1,4-benzoquinone imine